2-((6-((2-(azetidin-1-yl)-2-oxoethyl)(methyl)amino)-3,5-dicyano-4-ethylpyridin-2-yl)thio)-2-phenylacetamide N1(CCC1)C(CN(C1=C(C(=C(C(=N1)SC(C(=O)N)C1=CC=CC=C1)C#N)CC)C#N)C)=O